NC=1C(=NN(C1)C1OCCCC1)C(=O)OCC ethyl 4-amino-1-(tetrahydro-2H-pyran-2-yl)-1H-pyrazole-3-carboxylate